ethyl 2-(5-(2-(dimethylamino)ethyl)-2-oxo-4-(trifluoromethyl)pyridin-1(2H)-yl)-4-methylpentanoate CN(CCC=1C(=CC(N(C1)C(C(=O)OCC)CC(C)C)=O)C(F)(F)F)C